2-[(2R)-3-(3,4-dihydro-1H-isoquinolin-2-yl)-2-hydroxy-propyl]-6-[4-(1-piperidyl)-1-piperidyl]-3,4-dihydroisoquinolin-1-one C1N(CCC2=CC=CC=C12)C[C@H](CN1C(C2=CC=C(C=C2CC1)N1CCC(CC1)N1CCCCC1)=O)O